[Na].COC=O.CC1C(CCC1)=O 3-methyl-2-oxocyclopentane methyl-formate sodium salt